ClC=1C=C(C=CC1F)[C@@H]1CN2[C@H](CO1)CN(CC2)C(=O)C=2C(=C(C=CC2)C=2C=CC(NC2C)=O)Cl 5-[3-[(3R,9aS)-3-(3-chloro-4-fluoro-phenyl)-3,4,6,7,9,9a-hexahydro-1H-pyrazino[2,1-c][1,4]oxazine-8-carbonyl]-2-chlorophenyl]-6-methyl-1H-pyridin-2-one